1-(6-chloro-5-fluoro-1-(oxetan-3-yl)-1H-pyrrolo[2,3-b]pyridin-3-yl)-2,2-difluoroethan-1-one ClC1=C(C=C2C(=N1)N(C=C2C(C(F)F)=O)C2COC2)F